5-[(4R,8R,9aS)-8-[6-(3-aminoazetidin-1-yl)-3-pyridyl]-4-methyl-1,3,4,6,7,8,9,9a-octahydropyrido[1,2-a]pyrazin-2-yl]quinoline-8-carbonitrile NC1CN(C1)C1=CC=C(C=N1)[C@H]1C[C@@H]2N([C@@H](CN(C2)C2=C3C=CC=NC3=C(C=C2)C#N)C)CC1